6-METHOXY-1H-PYRROLO[3,2-B]PYRIDINE-3-CARBALDEHYDE COC=1C=C2C(=NC1)C(=CN2)C=O